1,2,3,4-tetra(pyridin-1-yl)butane 1-((4-chlorophenyl)(methyl)carbamoyl)azetidin-3-yl-(1-(4-(2,6-dioxopiperidin-3-yl)-3,5-difluorophenyl)azetidin-3-yl)carbamate ClC1=CC=C(C=C1)N(C(=O)N1CC(C1)N(C(O)=O)C1CN(C1)C1=CC(=C(C(=C1)F)C1C(NC(CC1)=O)=O)F)C.N1(CC=CC=C1)CC(C(CN1CC=CC=C1)N1CC=CC=C1)N1CC=CC=C1